[Rh-](Cl)Cl rhodium (I) dichloride